[Ca+2].OC(CC(=O)[O-])CC(CC)O.OC(CC(=O)[O-])CC(CC)O.OC(CC(=O)[O-])CC(CC)O.OC(CC(=O)[O-])CC(CC)O 3,5-dihydroxyheptanoic acid-hemicalcium salt